CN1N=CC=2C1=NC(=CC2N2CC1=C(CC2)N(N=C1C)CC12CCC(CC1)(CC2)N2CCSCC2)C 4-(4-((5-(1,6-dimethyl-1H-pyrazolo[3,4-b]pyridin-4-yl)-3-methyl-4,5,6,7-tetrahydro-1H-pyrazolo[4,3-c]pyridin-1-yl)methyl)bicyclo[2.2.2]oct-1-yl)thiomorpholine